C1(=CC=CC=C1)C1=C(C(=CC(=C1)C1=CC=CC=C1)C1=CC=CC=C1)C1=CC=C(C=C1)C1=NC(=NC(=C1)C1=CC(=CC=C1)C=1C=NC=CC1)C1=CC=CC=C1 4-(2',6'-diphenyl-[1,1':4',1''-terphenyl]-4-yl)-2-phenyl-6-(3-(pyridin-3-yl)phenyl)pyrimidine